5-[4-amino-5-(trifluoromethyl)-pyrrolo[2,1-f][1,2,4]triazin-7-yl]-N-[(3R,4S)-4-fluoro-1-(2-methylcyclopentyl)pyrrolidin-3-yl]-2-methoxypyridine-3-carboxamide NC1=NC=NN2C1=C(C=C2C=2C=C(C(=NC2)OC)C(=O)N[C@@H]2CN(C[C@@H]2F)C2C(CCC2)C)C(F)(F)F